2-(3,7-dimethylocta-2,6-dien-1-yl)-5-pentyl-4-(piperidin-1-ylsulfonyl)benzene-1,3-diol CC(=CCC1=C(C=C(C(=C1O)S(=O)(=O)N1CCCCC1)CCCCC)O)CCC=C(C)C